[Na].SCCC sulfydryl-propane sodium